4-(5-ethoxy-4-(1-methyl-1H-indazol-5-yl)-1H-pyrazol-3-yl)-2-fluorobenzonitrile C(C)OC1=C(C(=NN1)C1=CC(=C(C#N)C=C1)F)C=1C=C2C=NN(C2=CC1)C